ethyl 6-(3-methyl-3-((methylsulfonyl)methyl)azetidin-1-yl)quinoline-4-carboxylate CC1(CN(C1)C=1C=C2C(=CC=NC2=CC1)C(=O)OCC)CS(=O)(=O)C